O=C1NC(CCC1N1C(C2=C3C(C=CC=C13)=C(C=C2)C2N(CCCC2)C(=O)OC(C)(C)C)=O)=O Tert-butyl 2-(1-(2,6-dioxopiperidin-3-yl)-2-oxo-1,2-dihydrobenzo[cd]indol-5-yl)piperidine-1-carboxylate